methyl (R)-4,4-difluoro-2-(methylamino)butanoate 2,2,2-trifluoroacetate FC(C(=O)O)(F)F.FC(C[C@H](C(=O)OC)NC)F